N-(3-chloro-4-methoxyphenyl)-2-(2-cyano-N,5-dimethyl-1H-indole-7-sulfonamido)acetamide ClC=1C=C(C=CC1OC)NC(CN(S(=O)(=O)C=1C=C(C=C2C=C(NC12)C#N)C)C)=O